C1(=CC=CC=C1)C#CC(C#C)(O)C1=CC=CC=C1 1,3-diphenylpentane-1,4-diyn-3-ol